6-bromo-7-(((tert-butyldimethylsilyl)oxy)methyl)imidazo[1,2-a]pyridine BrC=1C(=CC=2N(C1)C=CN2)CO[Si](C)(C)C(C)(C)C